6-[4-(hydroxymethyl)-1-piperidyl]-N-[1-[(4-methoxyphenyl)-methyl]-5-(5-methyl-1H-benzimidazol-2-yl)pyrazol-3-yl]pyridine-3-carboxamide OCC1CCN(CC1)C1=CC=C(C=N1)C(=O)NC1=NN(C(=C1)C1=NC2=C(N1)C=CC(=C2)C)CC2=CC=C(C=C2)OC